ClC=1C=C2C(N(CN(C2=CC1F)C1=C(C=C(C=C1)F)CC)C1=C(C=NC=C1)C)=O 6-chloro-1-(2-ethyl-4-fluorophenyl)-7-fluoro-3-(3-methylpyridin-4-yl)-2,3-dihydroquinazolin-4(1H)-one